3-(2-(cyclopropylamino)ethyl)-1H-indol-4-ol C1(CC1)NCCC1=CNC=2C=CC=C(C12)O